C(C)C1=NN(C(N1C)=O)C1=CC(=C(C(=O)NC2=CC=C(C=C2)OC)C=C1F)O[C@@H](C)CCC 4-(3-ethyl-4-methyl-5-oxo-4,5-dihydro-1H-1,2,4-triazol-1-yl)-5-fluoro-N-(4-methoxyphenyl)-2-[(2S)-pentan-2-yloxy]benzamide